FC1(CCC(CC1)C=1OC2=C(C=C(C=C2C(C1)=O)C)[C@@H](C)NS(=O)(=O)C(C)(C)C)F N-((R)-1-(2-(4,4-difluorocyclohexyl)-6-methyl-4-oxo-4H-chromen-8-yl)ethyl)-2-methylpropan-2-sulfonamide